tert-butyl 4-(5-chloro-6-cyanopyridin-3-yl)-2,6-dimethylpiperazine-1-carboxylate ClC=1C=C(C=NC1C#N)N1CC(N(C(C1)C)C(=O)OC(C)(C)C)C